7-(2-fluoro-6-methyl-phenyl)-N5-[(3S)-3-piperidyl]isoquinoline-3,5-diamine FC1=C(C(=CC=C1)C)C=1C=C(C=2C=C(N=CC2C1)N)N[C@@H]1CNCCC1